BrCC1=NOC(=C1)C(C)C 3-(bromomethyl)-5-isopropyl-isoxazole